CC1(O[C@@H]2[C@H](O1)CO[C@H]2COC(C2=CC=CC=C2)(C2=CC=CC=C2)C2=CC=CC=C2)C (3aS,4S,6aR)-2,2-dimethyl-4-((trityloxy)methyl)tetrahydrofuro[3,4-d][1,3]dioxol